C1(CC1)C1=NN2C(N(C(C(CC2)NC(=O)C2=NN(C=N2)CC2CC(C2)(F)F)=O)C)=C1 N-(2-cyclopropyl-4-methyl-5-oxo-5,6,7,8-tetrahydro-4H-pyrazolo[1,5-a][1,3]diazepin-6-yl)-1-((3,3-difluorocyclobutyl)methyl)-1H-1,2,4-triazole-3-carboxamide